C(C)OC(/C=C/C1CC2(C1)CCN(CC2)C(=O)OC(C)(C)C)=O Tert-butyl 2-[(E)-3-ethoxy-3-oxo-prop-1-enyl]-7-azaspiro[3.5]nonane-7-carboxylate